O1CCN(CC1)CCN1C(C(=CC2=CC(=CN=C12)C1=NC=CC=C1)C(=O)NC1CC2(C1)CCC2)=O 1-(2-morpholinoethyl)-2-oxo-6-(pyridin-2-yl)-N-(spiro[3.3]heptan-2-yl)-1,2-dihydro-1,8-naphthyridine-3-carboxamide